C(#N)C=1C=2CCCC2C(=C2CCCC12)NC(=O)N=[S@](=O)(N)C=1C=NC(=CC1)C(C)(C)O |o1:18| (R) or (S)-N'-((8-cyano-1,2,3,5,6,7-hexahydro-s-indacen-4-yl)carbamoyl)-6-(2-hydroxypropan-2-yl)pyridine-3-sulfonimidamide